C(C)(C)(C)OC(NC)=O methylcarbamic acid tert-butyl ester